methoxy-triiodan COI(I)I